amino-4-(4-cyanophenyl)-butyric acid NC(C(=O)O)CCC1=CC=C(C=C1)C#N